COC1=CC=C(C(=N1)C)C=O (6-methoxy-2-methyl-3-pyridyl)methanone